N-benzyl-1H-benzimidazole C(C1=CC=CC=C1)N1C=NC2=C1C=CC=C2